1-methyl-4-(4-cyclohexylphenyl)pyridine CN1CC=C(C=C1)C1=CC=C(C=C1)C1CCCCC1